CC1=C(C=CC(=C1)Cl)C1=C(C=CC=C1)C 2,2'-dimethyl-4-chloro-[1,1'-biphenyl]